6-(5-(azetidin-3-yl)-3-isopropyl-1H-pyrrolo[3,2-b]pyridin-2-yl)-7,8-dimethyl-[1,2,4]triazolo[1,5-a]pyridine N1CC(C1)C1=CC=C2C(=N1)C(=C(N2)C=2C(=C(C=1N(C2)N=CN1)C)C)C(C)C